α-(p-tolylsulfoniumoximino)-p-methoxyphenylacetonitrile C1(=CC=C(C=C1)[SH+]ON=C(C#N)C1=CC=C(C=C1)OC)C